(13E)-16-iodo-13-hexadecenyl acetate C(C)(=O)OCCCCCCCCCCCC\C=C\CCI